N(=[N+]=[N-])CC(=O)NCCCCCC(C(=O)N)=C azidoacetamidoamyl-acrylamide